[N+](=O)([O-])C1=C(C=CC=C1)C=1NCCC1 2-(2-nitrophenyl)-4,5-dihydroAzole